ClC1=C(C=CC2=C1C(=N[C@H](C=1N2N=C(N1)NC(=O)N1CC(C1)OC)C)C1=C(C=CC=C1F)F)C(F)(F)F N-[(4S)-7-chloro-6-(2,6-difluorophenyl)-4-methyl-8-(trifluoromethyl)-4H-[1,2,4]triazolo[1,5-a][1,4]benzodiazepin-2-yl]-3-methoxy-azetidine-1-carboxamide